CCN(CC)C(=S)SSC(=S)N(CC)CC The molecule is an organic disulfide that results from the formal oxidative dimerisation of N,N-diethyldithiocarbamic acid. A multi-enzyme inhibitor that is used in alcohol aversion therapy and also exhibits anticancer properties. It has a role as an EC 1.2.1.3 [aldehyde dehydrogenase (NAD(+))] inhibitor, an angiogenesis inhibitor, an EC 3.1.1.8 (cholinesterase) inhibitor, an EC 3.1.1.1 (carboxylesterase) inhibitor, an EC 5.99.1.2 (DNA topoisomerase) inhibitor, a fungicide, an apoptosis inducer, a NF-kappaB inhibitor and an antineoplastic agent.